Ethyl 2-(4-chloro-6-oxo-5-phenyl-pyridazin-1-yl)acetate ClC=1C=NN(C(C1C1=CC=CC=C1)=O)CC(=O)OCC